C(C)(C)(C)OC(=O)N1CC(C(CC1)NC1=NN2C(C=N1)=C(C(=C2C2(CCC2)CC)C#N)Cl)O tert-butyl-4-{[5-chloro-6-cyano-7-(1-ethylcyclobutyl)pyrrolo[2,1-f][1,2,4]triazin-2-yl]amino}-3-hydroxypiperidine-1-carboxylate